C(C)(C)(C)OC(=O)N1CCN(CC1)C1=NC=2N(C=C1OC)N=CC2C(=O)O 5-(4-tert-butoxycarbonylpiperazin-1-yl)-6-methoxy-pyrazolo[1,5-a]pyrimidine-3-carboxylic acid